(2-(trifluoromethoxy)ethyl)spiro[isoindoline-1,3'-pyrrolidine]-2',3-dione FC(OCCN1C(C2(CC1)NC(C1=CC=CC=C12)=O)=O)(F)F